[N+](=O)([O-])C=CC=1OC=CC1 2-(2-nitrovinyl)-furan